ClC=1C=C(C(=O)N[C@@H](C)C2=NC=CN=C2C2=NC=C(C=C2)N=S(=O)(C)CC)C=C(C1)Cl 3,5-dichloro-N-((1S)-1-(3-(5-((ethyl(methyl)(oxo)-λ6-sulfaneylidene)amino)pyridin-2-yl)pyrazin-2-yl)ethyl)benzamide